NC1=C(C=C2C(=N1)C=C(N2C2CC2)CNC(C2=CC=CC=C2)=O)C N-[(5-amino-1-cyclopropyl-6-methyl-pyrrolo[3,2-b]pyridin-2-yl)methyl]benzamide